NC=1C(=NC(=NC1)NC1(CCOCC1)C)NC1CCC(CC1)C(=O)N (1S,4S)-4-((5-amino-2-((4-methyltetrahydro-2H-pyran-4-yl)amino)pyrimidin-4-yl)amino)cyclohexane-1-carboxamide